(2S,4r)-1-[(2S)-3,3-dimethyl-2-[4-[3-(trifluoromethyl)benzoyl]triazol-1-yl]butyryl]-4-hydroxy-N-methyl-pyrrolidine-2-carboxamide CC([C@@H](C(=O)N1[C@@H](C[C@H](C1)O)C(=O)NC)N1N=NC(=C1)C(C1=CC(=CC=C1)C(F)(F)F)=O)(C)C